(R)-2-(4,4-dimethyl-1,4-azasilinan-1-yl)-4-((2-hydroxyethyl)sulfonamido)-N-(2-oxo-1-(3-(trifluoromethyl)pyrrolidin-1-yl)-1,2-dihydropyridin-3-yl)benzamide C[Si]1(CCN(CC1)C1=C(C(=O)NC=2C(N(C=CC2)N2C[C@@H](CC2)C(F)(F)F)=O)C=CC(=C1)NS(=O)(=O)CCO)C